3-(6-(4-methoxyphenyl)-5,7-dimethyl-1-oxo-1H-pyrrolo[3,4-d]pyridazin-2(6H)-yl)benzonitrile COC1=CC=C(C=C1)N1C(=C2C(N(N=CC2=C1C)C=1C=C(C#N)C=CC1)=O)C